N-(2-(2,6-dioxopiperidin-3-yl)-1-oxoisoindolin-5-yl)spiro[cyclopropane-1,3'-indoline] O=C1NC(CCC1N1C(C2=CC=C(C=C2C1)N1CC2(C3=CC=CC=C13)CC2)=O)=O